COC(C1CCN(CC1)C1=NOC(=C1)[C@@H](C(=O)N1[C@@H](C[C@H](C1)O)C(=O)N[C@@H](C)C1=CC=C(C=C1)C=1N(N=CC1)C)C(C)C)OC (2S,4R)-1-[(2S)-2-[3-[4-(Dimethoxymethyl)-1-piperidyl]isoxazole-5-yl]-3-methyl-butanoyl]-4-hydroxy-N-[(1S)-1-[4-(2-methylpyrazol-3-yl)phenyl]ethyl]pyrrolidine-2-carboxamide